IC1CN(CCC12OCC=1C2=NC=C(C1)C)C(=O)OC(C)(C)C tert-Butyl 3'-iodo-3-methyl-5H-spiro[furo[3,4-b]pyridine-7,4'-piperidine]-1'-carboxylate